N1=NC=C2N1CCNC2 4H,5H,6H,7H-[1,2,3]triazolo[1,5-a]pyrazin